FC=1C=C(C=NC1C)[C@H]1N(OCC1)C(=O)[C@@H]1CC[C@H](CC1)CC=1N=NC(=CC1)C trans-[(3S)-3-(5-fluoro-6-methylpyridin-3-yl)-1,2-oxazolidin-2-yl]-[4-[(6-methylpyridazin-3-yl)methyl]cyclohexyl]methanone